1-(1-Phenylvinyl)cyclohexane-1-ol C1(=CC=CC=C1)C(=C)C1(CCCCC1)O